(S)-3,7-Dimethyl-6-octen-1-al C[C@H](CC=O)CCC=C(C)C